8-(1-acetylazetidin-3-yl)oxy-4-[(2R)-3-(3,4-dihydro-1H-isoquinolin-2-yl)-2-hydroxy-propyl]-2,2-dimethyl-3H-1,4-benzoxazepin-5-one C(C)(=O)N1CC(C1)OC1=CC2=C(C(N(CC(O2)(C)C)C[C@@H](CN2CC3=CC=CC=C3CC2)O)=O)C=C1